C(#N)[C@H]1N(CC(C1)(F)F)C(CNC(=O)C1=CC=NC2=CC=C(C=C12)C=1C=NC(=CC1)N1CCN(CC1)C)=O (S)-N-(2-(2-cyano-4,4-difluoropyrrolidin-1-yl)-2-oxoethyl)-6-(6-(4-methylpiperazin-1-yl)pyridin-3-yl)quinoline-4-carboxamide